FC1=C(C=CC=C1)C=CC(=O)NC(C)C=1C=CC2=C(N(CCO2)C)C1 3-(2-Fluorophenyl)-N-[1-(4-methyl-3,4-dihydro-2H-benzo[1,4]oxazin-6-yl)ethyl]-acrylamide